NC1=C(C#N)C=C(C(=C1)Br)N1[C@@H](COCC1)CO (R)-2-amino-4-bromo-5-(3-(hydroxymethyl)morpholino)benzonitrile